N1(CCC1)CC1CN(C1)C(=O)C=1C=C(CC2=NNC(C3=CC=CC=C23)=O)C=CC1F 4-(3-(3-(azetidin-1-ylmethyl)azetidine-1-carbonyl)-4-fluorobenzyl)phthalazin-1(2H)-one